ClC1=CC=C(C=C1)C=1N=C(SC1)N1N=C(C=C1O)C [4-(4-chlorophenyl)thiazol-2-yl]-3-methyl-1H-pyrazol-5-ol